C1(CC1)C=1C=NN2C1N=C(C=C2NCC2=C(C=C(C=C2)C=2SC=CN2)F)NC[C@@H]2[C@H](CNCC2)O (3R,4R)-4-(((3-cyclopropyl-7-((2-fluoro-4-(thiazol-2-yl)benzyl)amino)pyrazolo[1,5-a]pyrimidin-5-yl)amino)methyl)piperidin-3-ol